2-[2,6-dichloro-4-[6-(difluoromethyl)-3,5-dioxo-1,2,4-triazin-2-yl]phenoxy]-5-[(4-methoxyphenyl)methoxy]-N-methyl-pyridine-4-sulfonamide ClC1=C(OC2=NC=C(C(=C2)S(=O)(=O)NC)OCC2=CC=C(C=C2)OC)C(=CC(=C1)N1N=C(C(NC1=O)=O)C(F)F)Cl